5-bromo-3-methyl-pyridin-2-ylamine BrC=1C=C(C(=NC1)N)C